cyclohexyl-[5-(4,4,5,5-tetramethyl-1,3,2-dioxaborolan-2-yl)-2-naphthyl]methanol C1(CCCCC1)C(O)C1=CC2=CC=CC(=C2C=C1)B1OC(C(O1)(C)C)(C)C